(cyclohexylmethyl)-4-(3,4-dichlorophenyl)-1-(2-oxo-1,2-dihydroquinoline-4-carbonyl)piperazine-2-carboxamide C1(CCCCC1)CC1(N(CCN(C1)C1=CC(=C(C=C1)Cl)Cl)C(=O)C1=CC(NC2=CC=CC=C12)=O)C(=O)N